1'-(5-(benzyloxy)-6-methylpyrimidine-4-carbonyl)-2-(4-(methoxymethyl)phenyl)-8-oxo-5,8-dihydrospiro[cyclopenta[d][1,2,4]triazolo[1,5-a]pyrimidine-7,4'-piperidin] C(C1=CC=CC=C1)OC=1C(=NC=NC1C)C(=O)N1CCC2(CC1)CCC=1N=C3N(C(C12)=O)NC(=N3)C3=CC=C(C=C3)COC